6-chloro-N-(4,4-difluorocyclohexyl)-5-fluoro-2-(methylthio)pyrimidin-4-amine ClC1=C(C(=NC(=N1)SC)NC1CCC(CC1)(F)F)F